ClC=1C=CC=C2C=CC=C(C12)C1=C2C(=C3C(=NC(=NC3=C1)OC[C@H]1N(C[C@@H](C1)OC)C)N1C[C@@H](N(CC1)C(=O)OC(C)(C)C)CC#N)OC=C2 tert-butyl (S)-4-(4-(8-chloronaphthalen-1-yl)-7-(((2S,4R)-4-methoxy-1-methylpyrrolidin-2-yl)methoxy)furo[2,3-f]quinazolin-9-yl)-2-(cyanomethyl)piperazine-1-carboxylate